O1C(NN=C1)=N 1,3,4-oxadiazol-2(3H)-imine